FC1=C2C(N(C=NC2=CC(=C1)C=1C=C(C=2N(C1)C=C(N2)C)F)C2CCN(CC2)C(=O)OC(C)(C)C)=O tert-butyl 4-(5-fluoro-7-{8-fluoro-2-methylimidazo[1,2-a]pyridin-6-yl}-4-oxoquinazolin-3-yl)piperidine-1-carboxylate